FC1=C(C=CC=C1F)C=1C(N(C(N(C1)CC(N1CCC(CC1)N1C(NC2=C(CC1)C=CC=C2)=O)=O)=O)C)=O 5-(2,3-difluoro-phenyl)-3-methyl-1-{2-oxo-2-[4-(2-oxo-1,2,4,5-tetrahydro-benzo[d][1,3]diazepin-3-yl)-piperidin-1-yl]-ethyl}-1H-pyrimidine-2,4-dione